CN1C2=C(O[C@@H](C1=O)[C@@H](C1=CC=CC=C1)NC[C@@H](C)C1=CC=C(C#N)C=C1)N=CC(=C2)C=2C=NN(C2)C 4-((S)-1-(((R)-((R)-1-methyl-7-(1-methyl-1H-pyrazol-4-yl)-2-oxo-2,3-dihydro-1H-pyrido[2,3-b][1,4]oxazin-3-yl)(phenyl)methyl)amino)propan-2-yl)benzonitrile